C(C)(=O)C(C(=O)OC(C)C)CC(=O)[O-] methylethyl 2-acetylsuccinate